C(O)([O-])=O.[Na+] sodium hydrogencarbonat